OC(=O)C(F)(F)F.S1C(=CC=C1)C1=NN=C(O1)CN (5-(thiophen-2-yl)-1,3,4-oxadiazol-2-yl)methanamine TFA salt